di(3,4-epoxycyclohexylmethyl)-4,5-epoxytetrahydrophthalate C1(CC2C(CC1)O2)CC2(C(C(=O)[O-])(C=C1C(C2)O1)CC1CC2C(CC1)O2)C(=O)[O-]